NC1=NC=CC=C1C1=NC=2C(=NC(=CC2)C2(CC2)C)N1C1=CC=C(CNC(OC(C)(C)C)=O)C=C1 tert-butyl (4-(2-(2-aminopyridin-3-yl)-5-(1-methylcyclopropyl)-3H-imidazo[4,5-b]pyridin-3-yl)benzyl)carbamate